COC1=C(C=CC=C1)[C@H](CN1C(NC(C2=C1SC(=C2C)C=2OC=CN2)=O)=O)OC2CCOCC2 1-((R)-2-(2-methoxyphenyl)-2-((tetrahydro-2H-pyran-4-yl)oxy)ethyl)-5-methyl-6-(oxazol-2-yl)-2,4-dioxo-1,4-dihydrothieno[2,3-d]pyrimidine